4-oxo-5-phenyl-4,5,6,7-tetrahydropyrazolo[1,5-a]pyrazine-2-carboxylic acid ethyl ester C(C)OC(=O)C1=NN2C(C(N(CC2)C2=CC=CC=C2)=O)=C1